NC1=CC(=C(OC2=NC=C(C(=C2)S(=O)(=O)NC)OC)C(=C1)Cl)Cl 2-(4-amino-2,6-dichloro-phenoxy)-5-methoxy-N-methyl-pyridine-4-sulfonamide